O1CC(C1)N1CCN(CC1)C=1C=C2C(=CC=NC2=CN1)OC=1C=CC(=NC1)N 5-[[6-[4-(oxetan-3-yl)piperazin-1-yl]-1,7-naphthyridin-4-yl]oxy]pyridin-2-amine